3-[2-(2H3)methoxyethyl]-5-[3-(m-methoxyphenyl)-1-pyrazolyl]-7-morpholino-3H-1,3,4-triazaindene C(OCCN1C=NC2=C(C=C(N=C12)N1N=C(C=C1)C1=CC(=CC=C1)OC)N1CCOCC1)([2H])([2H])[2H]